2H-thieno[2,3-c]pyrrole-4-carboxylic acid S1CC=C2C1=CN=C2C(=O)O